N,N'-bis(2,6-dimethoxyphenyl)oxamide COC1=C(C(=CC=C1)OC)NC(=O)C(=O)NC1=C(C=CC=C1OC)OC